FC1=C(C=C(C=C1)NC(=O)C1=C(N(C(=C1C)C(C(=O)NCCC=1SC(=NN1)C)=O)C)C)C N-(4-fluoro-3-methylphenyl)-1,2,4-trimethyl-5-(2-((2-(5-methyl-1,3,4-thiadiazol-2-yl)ethyl)amino)-2-oxoacetyl)-1H-pyrrole-3-carboxamide